[Si](C)(C)(C(C)(C)C)O[C@@H]1C[C@H](N(C1=O)C(=O)OC(C)(C)C)C(=O)OC 1-(tert-butyl) 2-methyl (2S,4R)-4-((tert-butyldimethylsilyl)oxy)-5-oxopyrrolidine-1,2-dicarboxylate